COC=1C=C(C=CC1)/C=C/CC(C(=O)OCC)CC(F)(F)F ethyl (E)-5-(3-methoxyphenyl)-2-(2,2,2-trifluoroethyl)pent-4-enoate